1-((5-(2,6-dioxopiperidin-3-yl)-6-oxo-5,6-dihydro-4H-thieno[2,3-c]pyrrol-2-yl)methyl)-3-(3-isopropyl-4-tolyl)urea O=C1NC(CCC1N1C(C2=C(C1)C=C(S2)CNC(=O)NC2=C(C=C(C=C2)C)C(C)C)=O)=O